2-(((3r,4s)-4-(4-chlorophenoxy)-3-hydroxy-3-(hydroxymethyl)pyrrolidin-1-yl)sulfonyl)benzonitrile ClC1=CC=C(O[C@@H]2[C@@](CN(C2)S(=O)(=O)C2=C(C#N)C=CC=C2)(CO)O)C=C1